2-(2-cyclopropyl-3-(thiazol-2-yl)phenyl)-N-((1R,6S)-2,2-difluoro-6-((1-isopropylpiperidin-4-yl)oxy)cyclohexyl)acetamide acetate C(C)(=O)O.C1(CC1)C1=C(C=CC=C1C=1SC=CN1)CC(=O)N[C@H]1C(CCC[C@@H]1OC1CCN(CC1)C(C)C)(F)F